BrC1=CC(=C(C=N1)N)N 6-bromopyridine-3,4-diamine